ethyl 2-methyl-5-(pyridin-2-ylthio)benzofuran-3-carboxylate CC=1OC2=C(C1C(=O)OCC)C=C(C=C2)SC2=NC=CC=C2